N-(2-chloro-6-fluorophenyl)-1,3-dimethyl-1H-pyrazol-5-amin ClC1=C(C(=CC=C1)F)NC1=CC(=NN1C)C